2-(2-(difluoromethoxy)phenyl)-4-((E)-3-(furan-2-yl)allylidene)oxazol-5(4H)-one FC(OC1=C(C=CC=C1)C=1OC(C(N1)=C\C=C\C=1OC=CC1)=O)F